C(C1=CC=CC=C1)N(CC(=O)C1=NC(=CC=C1)C1CC1)CCO 2-(Benzyl(2-hydroxyethyl)amino)-1-(6-cyclopropylpyridin-2-yl)ethan-1-one